CN1C(CCC2=CC(=CC=C12)NCS(=O)(=O)N)=O (1-methyl-2-oxo-1,2,3,4-tetrahydroquinolin-6-yl)aminomethanesulfonamide